4-[3-(Aminomethyl)pyrrolidin-1-yl]-N-ethyl-5,6-difluoro-3-(2-methoxypyrimidin-5-yl)-9H-pyrido[2,3-b]indol-8-amin NCC1CN(CC1)C1=C(C=NC=2NC3=C(C=C(C(=C3C21)F)F)NCC)C=2C=NC(=NC2)OC